[Si](C)(C)(C(C)(C)C)OCC=1C=CC=C2CCCN(C12)CC 8-(((tert-butyldimethylsilyl)oxy)methyl)-1-ethyl-1,2,3,4-tetrahydroquinoline